BrC1=CC=C(C=C1)C12CCC(CC1)(CC2)CNC=2C=C(C=CC2)/C=C/C(=O)OC methyl (E)-3-(3-(((4-(4-bromophenyl) bicyclo[2.2.2]octan-1-yl)methyl)amino)phenyl)acrylate